2-methyl-2-(5-((3R)-3-methylmorpholin-4-yl)-3-(1H-pyrazol-3-yl)-1-(trideuteromethyl)pyrazolo[4,3-b]pyridin-7-yl)propionitrile CC(C#N)(C)C1=C2C(=NC(=C1)N1[C@@H](COCC1)C)C(=NN2C([2H])([2H])[2H])C2=NNC=C2